C(CCC)[Sn](COC1CC1)(CCCC)CCCC tributyl-(cyclopropoxymethyl)stannane